(2-(bis(t-butoxycarbonyl)amino)-3-chloropyridin-4-yl)boronic acid C(C)(C)(C)OC(=O)N(C1=NC=CC(=C1Cl)B(O)O)C(=O)OC(C)(C)C